6-(pyrrolidin-1-yl)-2-naphthaldehyde N1(CCCC1)C=1C=C2C=CC(=CC2=CC1)C=O